OC1=C(C=O)C(=CC=C1)B1OC(C(O1)(C)C)(C)C 2-hydroxy-6-(4,4,5,5-tetramethyl-1,3,2-dioxaborolan-2-yl)benzaldehyde